OCC1=CC(=C(C(=C1)OC)O)OC 4-hydroxymethyl-2,6-dimethoxyphenol